2-(1,1,2,2-tetrafluoroethoxy)ethyl acrylate C(C=C)(=O)OCCOC(C(F)F)(F)F